R-(2-methylpropane-2-sulfinylimino)-tert-butyl acetate C(C)(=O)OC(C=N[S@](=O)C(C)(C)C)(C)C